6-(2-chloro-5-fluoropyrimidin-4-yl)-8-fluoro-2-methylimidazo[1,2-a]pyridine ClC1=NC=C(C(=N1)C=1C=C(C=2N(C1)C=C(N2)C)F)F